6-(4-isopropyl-3-(5-(1-((tetrahydro-2H-pyran-4-yl)methyl)piperidin-4-yl)pyridin-2-yl)-1H-pyrazol-5-yl)-8-methoxy-7-methyl-[1,2,4]triazolo[1,5-a]pyridine C(C)(C)C=1C(=NNC1C=1C(=C(C=2N(C1)N=CN2)OC)C)C2=NC=C(C=C2)C2CCN(CC2)CC2CCOCC2